NC1=C(C=C(C=C1)C1=CC=C(C=C1)F)NC(=O)C=1C=CC2=C(CNS2(=O)C)C1 N-[2-amino-5-(4-fluorophenyl)phenyl]-1-methyl-1-oxo-3H-1,2-benzothiazole-5-carboxamide